3-(4-isopropylphenyl)-1-tosyl-1H-indazole C(C)(C)C1=CC=C(C=C1)C1=NN(C2=CC=CC=C12)S(=O)(=O)C1=CC=C(C)C=C1